2-(benzhydrylamino)-3-(3-bromo-4-methylthiophen-2-yl)-2-methylpropan-1-ol C(C1=CC=CC=C1)(C1=CC=CC=C1)NC(CO)(CC=1SC=C(C1Br)C)C